FC1=C2CCN(C2=CC=C1)CC1=CC(=CN2C1=NC(=CC2=O)N2CCOCC2)C 9-[(4-fluoroindolin-1-yl)methyl]-7-methyl-2-morpholino-pyrido[1,2-a]pyrimidin-4-one